C1(CC1)NS(=O)(=O)C1=CC=C(C=C1)NC1=NN2C(C=C(C=C2)C2=CC(=NC=C2OC2CCC(CC2)O)C)=C1 N-cyclopropyl-4-[[5-[5-(4-hydroxycyclohexoxy)-2-methyl-4-pyridyl]pyrazolo[1,5-a]pyridin-2-yl]amino]benzenesulfonamide